O1COC2=C1C=CC(=C2)CC(C)NC(=S)SC methyl (1-(benzo[d][1,3]dioxol-5-yl)propan-2-yl)carbamodithioate